tert-butyl (3R,5S)-4-(7-chloro-6-cyano-2-(((S)-1-methylpyrrolidin-2-yl) methoxy) quinazolin-4-yl)-3,5-dimethylpiperazine-1-carboxylate ClC1=C(C=C2C(=NC(=NC2=C1)OC[C@H]1N(CCC1)C)N1[C@@H](CN(C[C@@H]1C)C(=O)OC(C)(C)C)C)C#N